FC(C1=NC(=NO1)C=1C=CC(=NC1)CNC=1C=NC=NC1)(F)F N-({5-[5-(trifluoromethyl)-1,2,4-oxadiazol-3-yl]pyridin-2-yl}methyl)pyrimidin-5-amine